C(C)C=1C=C(C=CC1)[C@H](COC1[C@H]([C@@H]([C@H]([C@@H](O1)C(=O)O)O)O)O)O (2R,3R,4R,5S)-6-((R)-2-(3-ethylphenyl)-2-hydroxyethoxy)-3,4,5-trihydroxy-tetrahydro-2H-pyran-2-carboxylic acid